CC1(N(CC[C@H](C1)N(C(C)=O)C)C(=O)OC(C)(C)C)C tert-butyl (R)-2,2-dimethyl-4-(N-methylacetamido)piperidine-1-carboxylate